C(#N)C=1C=C2C=C(NC2=CC1)C1=C(C(OC1(CCCCC)O)=C=O)C(=O)NOC 4-(5-cyano-1H-indol-2-yl)-5-hydroxy-N-methoxy-2-carbonyl-5-pentyl-2,5-dihydrofuran-3-carboxamide